(1-((1,1-difluorospiro[2.3]hex-5-yl)methyl)-1H-indol-5-yl)acrylamide FC1(CC12CC(C2)CN2C=CC1=CC(=CC=C21)C(C(=O)N)=C)F